[1,7]Naphthyridine-4-carbonitrile N1=CC=C(C2=CC=NC=C12)C#N